O1C(=NC2=C1C=CC=C2)N(CCCC2=CC=C(C=C2)OC)CC=2C=C(O[C@@H](C(=O)O)CC)C=CC2 (2R)-2-[3-[[1,3-benzoxazol-2-yl-[3-(p-methoxyphenyl)propyl]amino]methyl]phenoxy]butanoic acid